ClCC1=C(C=NN1C)C1=CC=C(C(=N1)C)NC(OC(C)(C)C)=O tert-butyl (6-(5-(chloromethyl)-1-methyl-1H-pyrazol-4-yl)-2-methyl pyridin-3-yl)carbamate